NC1=NC(=NC(=N1)OC)C 2-amino-4-methoxyl-6-methyl-1,3,5-triazine